[(1S)-1-[1-(1-naphthyl)cyclopropyl]ethyl] (2S)-2-[[3-(acetoxymethoxy)-4-methoxy-pyridine-2-carbonyl]amino]propanoate C(C)(=O)OCOC=1C(=NC=CC1OC)C(=O)N[C@H](C(=O)O[C@@H](C)C1(CC1)C1=CC=CC2=CC=CC=C12)C